O1CCN(CC1)C(=O)C12CC(C1)(C2)C2=NC=C(C=N2)N2C[C@@H](CC2)OC=2C(=NC=1N(C2C)N=C(N1)C)C (R)-morpholino(3-(5-(3-((2,5,7-trimethyl-[1,2,4]triazolo[1,5-a]pyrimidin-6-yl)oxy)pyrrolidin-1-yl)pyrimidin-2-yl)bicyclo[1.1.1]pentan-1-yl)methanone